1-ethyl-3-(4,4,5,5-tetramethyl-1,3,2-dioxaborolan-2-yl)pyridin-2(1H)-one C(C)N1C(C(=CC=C1)B1OC(C(O1)(C)C)(C)C)=O